(2R,4R)-1-(3-chloro-2-fluorobenzyl)-4-((6-chloro-3-fluoropyridin-2-yl)methyl)-2-methylpiperidin-4-ylcarboxylic acid tert-butyl ester C(C)(C)(C)OC(=O)[C@]1(C[C@H](N(CC1)CC1=C(C(=CC=C1)Cl)F)C)CC1=NC(=CC=C1F)Cl